Cl.CC1CNCCC1C(=O)OC methyl 3-methylpiperidine-4-carboxylate HCl